(2S,4S)-2-((2R,4S)-4-(4-(tert-butyl)phenyl)-2-methylpiperidine-1-carbonyl)-7-oxa-5-azaspiro[3.4]octan-6-one C(C)(C)(C)C1=CC=C(C=C1)[C@@H]1C[C@H](N(CC1)C(=O)C1CC2(C1)NC(OC2)=O)C